F[C@@H]1C[C@H](N(C1)C(CC1=CN=NN1)=O)C(=O)N[C@@H](C1=CC=CC=C1)C1=CC(=C(C=C1)C1(CCC1)C)F (2S,4R)-4-fluoro-N-[(S)-[3-fluoro-4-(1-methylcyclobutyl)phenyl](phenyl)methyl]-1-[2-(1H-1,2,3-triazol-5-yl)acetyl]pyrrolidine-2-carboxamide